N-(cyanomethyl)-4-(5-methyl-2-((1-(1-(1-methylcyclopropanecarbonyl)piperidin-4-yl)-1H-pyrazol-4-yl)amino)pyrimidin-4-yl)benzamide C(#N)CNC(C1=CC=C(C=C1)C1=NC(=NC=C1C)NC=1C=NN(C1)C1CCN(CC1)C(=O)C1(CC1)C)=O